ClC1=NC(=C2C(=N1)N(N=C2)[C@H]2[C@@H]([C@@H]([C@H](O2)CO[C@@]2(COC(C2)=O)P(O)(O)=O)O)O)NC2CCCC2 |&1:17| rac-(3-(((2R,3S,4R,5R)-5-(6-chloro-4-(cyclopentylamino)-1H-pyrazolo[3,4-d]pyrimidin-1-yl)-3,4-dihydroxytetrahydro-furan-2-yl)methoxy)-5-oxotetra-hydrofuran-3-yl)phosphonic acid